N[C@H]1CN(CCC1)C1=C2C(=NC=C1)N(C(=N2)C2=CC(=C(C#N)C=C2)F)C2=C(C=C(C=C2F)C2CC2)F (R)-4-(7-(3-aminopiperidin-1-yl)-3-(4-cyclopropyl-2,6-difluorophenyl)-3H-imidazo[4,5-b]pyridin-2-yl)-2-fluorobenzonitrile